ClC1=C(C=CC(=C1)F)C=1C=C2C(=NC1)NC=C2C(=O)C=2C(=C(C(=CC2)F)NS(=O)(=O)CCC)F N-(3-(5-(2-chloro-4-fluorophenyl)-1H-pyrrolo[2,3-b]pyridine-3-carbonyl)-2,6-difluorophenyl)propane-1-sulfonamide